N1(C=NC=C1)CC1=CC(=C2CCN(C(C2=C1)=O)C1=CC(=NC2=C(C=C(C=C12)CC)N1CCOCC1)C)C=1C(=NN(C1)C)C(F)(F)F 7-((1H-imidazol-1-yl)methyl)-2-(6-ethyl-2-methyl-8-morpholinoquinolin-4-yl)-5-(1-methyl-3-(trifluoromethyl)-1H-pyrazol-4-yl)-3,4-dihydroisoquinolin-1(2H)-one